8-[1-(2,2-difluoroethyl)-1H-pyrazolo[3,4-b]pyrazin-6-yl]-2-[2-(trifluoromethyl)pyridin-3-yl]-2,8-diazaspiro[4.5]decan-3-one FC(CN1N=CC=2C1=NC(=CN2)N2CCC1(CC(N(C1)C=1C(=NC=CC1)C(F)(F)F)=O)CC2)F